N(=[N+]=[N-])CCCCC1=C2C=CNC2=CC(=C1OC=1C=CC(=C(C#N)C1)F)F 5-((4-(4-azidobutyl)-6-fluoro-1H-indol-5-yl)oxy)-2-fluorobenzonitrile